C(C)(C)OC1CN(C1)C(=O)NC1C2=C(CN(CC1)C1COC1)C=C(C=C2)C2=NC(=NC=C2)NC=2C=NN(C2)C 3-isopropoxy-N-(8-(2-((1-methyl-1H-pyrazol-4-yl)amino)pyrimidin-4-yl)-2-(oxetan-3-yl)-2,3,4,5-tetrahydro-1H-benzo[c]azepin-5-yl)azetidine-1-carboxamide